N-(cyclohexylmethyl)-2-{[4-(1H-indazol-4-yl)-1H-1,2,3-triazol-1-yl]methyl}imidazo[1,2-a]pyridine-6-carboxamide C1(CCCCC1)CNC(=O)C=1C=CC=2N(C1)C=C(N2)CN2N=NC(=C2)C2=C1C=NNC1=CC=C2